CC1(NC(C12NCCCCCCC(CC(OC2)=O)=O)(C)C)C tetramethyl-15-oxa-2,5-diazaspiro[3.12]hexadecane-12,14-dione